The molecule is a tetradecaprenyl diphosphate having two (E)- and eleven (Z)-double bonds. It is a conjugate acid of a ditrans,polycis-tetradecaprenyl diphosphate(3-). CC(=CCC/C(=C/CC/C(=C/CC/C(=C\\CC/C(=C\\CC/C(=C\\CC/C(=C\\CC/C(=C\\CC/C(=C\\CC/C(=C\\CC/C(=C\\CC/C(=C\\CC/C(=C\\CC/C(=C\\COP(=O)(O)OP(=O)(O)O)/C)/C)/C)/C)/C)/C)/C)/C)/C)/C)/C)/C)/C)C